(3S,4S)-tert-butyl 3-fluoro-4-((6-(7-methoxy-6-(1-(trifluoromethyl)cyclopropyl)imidazo[1,2-a]pyridin-3-yl)pyridin-2-yl)amino)pyrrolidine-1-carboxylate F[C@H]1CN(C[C@@H]1NC1=NC(=CC=C1)C1=CN=C2N1C=C(C(=C2)OC)C2(CC2)C(F)(F)F)C(=O)OC(C)(C)C